ethyl 4-(4-bromo-2,6-difluoro-phenoxy)-butyrate BrC1=CC(=C(OCCCC(=O)OCC)C(=C1)F)F